FC=1C=C(C=CC1)N1C(NC2=C(C1=O)S(CC2)=O)=O 3-(3-fluorophenyl)-6,7-dihydrothieno[3,2-d]pyrimidine-2,4(1H,3H)-dione 5-oxide